(4-chloro-3-isopropoxyphenyl)acetamide ClC1=C(C=C(C=C1)CC(=O)N)OC(C)C